FC1=C(CC2N(CC23CCNCC3)C(=O)C3C(NC2(CNC2)C3)=O)C=CC(=C1)C(F)(F)F 7-[[2-fluoro-4-(trifluoromethyl)benzyl]-2,7-diazaspiro[3.5]nonane-2-carbonyl]-2,5-diazaspiro[3.4]octan-6-one